C1(=CC=CC=C1)C1=NC2=C(N1CC=1C=C(C=CC1)CC(=O)O)C=CC=C2C2=CC=C(C=C2)C=2CCCCC2 2-(3-((2-phenyl-4-(2',3',4',5'-tetrahydro-[1,1'-biphenyl]-4-yl)-1H-benzo[d]imidazol-1-yl)methyl)phenyl)acetic acid